Azetidin-3-amine trifluoroacetate FC(C(=O)O)(F)F.N1CC(C1)N